1-(2,3-bis(pyridin-4-yl)quinolin-6-yl)-3-(2-hydroxybutyl)urea N1=CC=C(C=C1)C1=NC2=CC=C(C=C2C=C1C1=CC=NC=C1)NC(=O)NCC(CC)O